3-(3-((dimethylamino)methyl)-4-hydroxy-1-(3-phenylpropyl)piperidin-4-yl)benzonitrile CN(C)CC1CN(CCC1(O)C=1C=C(C#N)C=CC1)CCCC1=CC=CC=C1